5-methylpyrazole-3-carbonitrile CC1=CC(=NN1)C#N